N-(4-nitrophenyl)-9-octyl-N-phenyl-9H-carbazol-2-amine [N+](=O)([O-])C1=CC=C(C=C1)N(C1=CC=2N(C3=CC=CC=C3C2C=C1)CCCCCCCC)C1=CC=CC=C1